C(#N)C(C)(C)C1=CC(=NC=C1)C=1NC2=CC=C(C=C2C1)SC(C(=O)O)(C)C 2-((2-(4-(2-Cyanopropan-2-yl)pyridin-2-yl)-1H-indol-5-yl)thio)-2-methylpropanoic acid